FC1=C(C(=O)N)C=CC(=C1)OC[C@@H](C)F fluoro-4-((R)-2-fluoropropoxy)benzamide